C(CCCCCCCCCCC)(=O)OCCCCNC(CCC(C(NCCCCOC(CCCCCCCCCCC)=O)=O)NC(CCC(=O)O)=O)=O 4-[[4-(4-dodecanoyloxybutylamino)-1-(4-dodecanoyloxybutylcarbamoyl)-4-oxobutyl]amino]-4-oxo-butanoic acid